SCCCCO[Si](S(=O)(=O)O)(OC)OC L-3-mercaptopropyl-trimethoxysilanesulfonic acid